Hydroxypropyl-propionate OCCCOC(CC)=O